2-Cyclopropoxy-N-(2-cyclopropylethyl)-4-(pyridin-3-yl)-1H-imidazole-1-carboxamide C1(CC1)OC=1N(C=C(N1)C=1C=NC=CC1)C(=O)NCCC1CC1